3-(7-methyl-1-oxo-5-{1-[(1r,3r)-3-(piperidin-4-yloxy)cyclobutyl]piperidin-4-yl}-3H-isoindol-2-yl)piperidine-2,6-dione CC=1C=C(C=C2CN(C(C12)=O)C1C(NC(CC1)=O)=O)C1CCN(CC1)C1CC(C1)OC1CCNCC1